2-(cyclopropyl-methyl)-2H-1,2,3-triazole-4-carboxamide C1(CC1)CN1N=CC(=N1)C(=O)N